phenylacetic acid C1(=CC=CC=C1)CC(=O)O